C[C@H]1[C@@H](CNC1)C(=O)O (3S,4S)-4-METHYLPYRROLIDINE-3-CARBOXYLIC ACID